C(#N)C1=NC(=NC=C1)C=1C=CC(=NC1C)N[C@@H]1CN(CC1)C(=O)OC(C)(C)C Tert-butyl (3S)-3-((5-(4-cyanopyrimidin-2-yl)-6-methylpyridin-2-yl)amino)pyrrolidine-1-carboxylate